N1C(=NC2=C1C=CC=C2)N2C1=C(OCC2)C=CC(=C1)C(=O)NO 4-(1H-benzo[d]imidazol-2-yl)-N-hydroxy-3,4-dihydro-2H-benzo[b][1,4]oxazine-6-carboxamide